2-(Azidomethyl)-5,7-dimethylimidazo[1,2-a]pyridine N(=[N+]=[N-])CC=1N=C2N(C(=CC(=C2)C)C)C1